FC1=CN=CC=2CN(CCOC21)C(=O)C2(CCN(CC2)C2=NC=CC=N2)OC (9-fluoro-3,5-dihydro-2H-pyrido[3,4-f][1,4]oxazepin-4-yl)-(4-methoxy-1-pyrimidin-2-yl-4-piperidyl)methanone